C(C1=CC=CC=C1)OC1=NC(=CC=C1C(=O)N)C(C)(C)C 2-benzyloxy-6-tert-butylpyridin-3-carboxamid